2-((S)-1-amino-1,3-dihydrospiro[indene-2,4'-piperidine]-1'-yl)-5-(3-chloro-2-aminopyridin-4-yl)-6-methylpyrimidine-4-carboxamide N[C@@H]1C2=CC=CC=C2CC12CCN(CC2)C2=NC(=C(C(=N2)C(=O)N)C2=C(C(=NC=C2)N)Cl)C